3-Methyl-4-(6-(1-methyl-1H-pyrazol-4-yl)pyrazolo[1,5-a]pyridin-3-yl)piperazine-1-carboxylic acid tert-butyl ester C(C)(C)(C)OC(=O)N1CC(N(CC1)C=1C=NN2C1C=CC(=C2)C=2C=NN(C2)C)C